N[C@H](C(=O)N1C[C@@H](CCC1)N1N=C(C=2C1=NC=NC2N)C2=CC=C(C=C2)OC2=CC=CC=C2)CC2=CC=C(C=C2)O (S)-2-amino-1-((R)-3-(4-amino-(4-phenoxyphenyl)-1H-pyrazolo[3,4-d]pyrimidin-1-yl)piperidin-1-yl)-3-(4-hydroxyphenyl)propan-1-one